COC=1C(C=CN2C[C@@H]3OCC[C@H](N3C(C21)=O)C)=O (4R,12AS)-3,4,6,8,12,12A-hexahydro-7-methoxy-4-methyl-6,8-dioxo-2H-pyrido[1',2':4,5]pyrazino[2,1-B][1,3]oxazine